(S)-(2-chloro-4-methyl-6-(trifluoromethyl)pyridin-3-yl)(3-fluoropyrrolidin-1-yl)methanone ClC1=NC(=CC(=C1C(=O)N1C[C@H](CC1)F)C)C(F)(F)F